C1(CC=C(CC1)C(C)C)C=O 3-p-menthen-7-al